methyl-methyldiethoxysilane C[Si](OCC)(OCC)C